The molecule is a benzoate resulting from the removal of a proton from the carboxylic acid group of 4-(beta-D-glucosyloxy)benzoic acid. It is a conjugate base of a 4-(beta-D-glucosyloxy)benzoic acid. C1=CC(=CC=C1C(=O)[O-])O[C@H]2[C@@H]([C@H]([C@@H]([C@H](O2)CO)O)O)O